C(CCCCCCCCCC)(=O)OCCCCCCC heptyl undecylate